COC=1C=C(C=CC1NC1=NC=C(C(=N1)NC1=C(C=CC=C1C(NC)=O)C)C(F)(F)F)N1CCN(CC1)C1C2CC3(CC(CC1C3)C2)C(=O)NC 4-(4-(3-methoxy-4-((4-((2-methyl-6-(methylcarbamoyl)phenyl)amino)-5-(trifluoromethyl)pyrimidin-2-yl)amino)phenyl)piperazin-1-yl)-N-methyladamantane-1-carboxamide